C(C=C)(=O)N1C[C@@H](N(C[C@H]1C)C1=NC(N2C3=C(C(=C(C=C13)Cl)C1=C(C=C(C=C1)F)F)OC[C@H]2CCCN2CCS(CC2)(=O)=O)=O)C (3R)-7-((2S,5R)-4-acryloyl-2,5-dimethylpiperazin-1-yl)-9-chloro-10-(2,4-difluorophenyl)-3-(3-(1,1-dioxidothiomorpholino)propyl)-2,3-dihydro-5H-[1,4]oxazino[2,3,4-ij]quinazolin-5-one